C(C)(C)(C)NC(NC=1C=C2N=CC(N(C2=CC1Cl)[C@@H](C)C1=C(C=CC(=C1)Cl)F)=O)=O 3-tert-butyl-1-{7-chloro-1-[(1S)-1-(5-chloro-2-fluorophenyl)ethyl]-2-oxoquinoxalin-6-yl}urea